ClC1=C(C=CC=C1)CN1N=C(C=C1C1=CC(=CC(=C1)OC)OC)CO [1-[(2-chlorophenyl)methyl]-5-(3,5-dimethoxyphenyl)-1H-pyrazol-3-yl]methanol